4-(5-(6-chloropyridazin-4-yl)pyridin-2-yl)piperazin ClC1=CC(=CN=N1)C=1C=CC(=NC1)N1CCNCC1